[N+](=O)([O-])C1=CC=C(C=C1)[C@@]1(C[C@H](O)[C@@H](CO)O1)N1C(=O)NC(=O)C(C)=C1 4-Nitrophenyl-thymidine